6-butyl-5-(2,6-dimethoxyphenyl)-3-[4-(pyridin-4-yl)piperazine-1-carbonyl]pyridine-2,4-diol C(CCC)C1=C(C(=C(C(=N1)O)C(=O)N1CCN(CC1)C1=CC=NC=C1)O)C1=C(C=CC=C1OC)OC